FCOC1=CC=2N(C(C(=C(N2)C(F)(F)F)C=2C=NN(C2)CC(C(F)(F)F)(F)F)=O)C=C1 8-(Fluoromethoxy)-3-[1-(2,2,3,3,3-pentafluoropropyl)-1H-pyrazol-4-yl]-2-(trifluoromethyl)-4H-pyrido[1,2-a]pyrimidin-4-one